sodium 2,2'-methylene-bis-(4,6-di-tert-butylphenyl) phosphate P1(=O)(OC2=C(C=C(C=C2C(C)(C)C)C(C)(C)C)CC2=C(C(=CC(=C2)C(C)(C)C)C(C)(C)C)O1)[O-].[Na+]